C1=CCCCCCC1 CYCLOOCTENE